N=C(NNC(CN1C(CCC2=CC=CC=C12)=O)=O)C1=NC=CC=C1 N'-(imino(pyridin-2-yl)methyl)-2-(2-oxo-3,4-dihydroquinolin-1(2H)-yl)acetohydrazide